C1(CCC2CCCCC12)O octahydro-1H-inden-1-ol